(-)-2,3-butanediol C[C@H]([C@@H](C)O)O